2-(6-(1,2,3,6-Tetrahydropyridin-4-yl)-9H-pyridazino[3,4-b]indol-3-yl)phenol N1CCC(=CC1)C=1C=C2C3=C(NC2=CC1)N=NC(=C3)C3=C(C=CC=C3)O